2-[2-[2-[2-[2-(2-Azidoethoxy)ethoxy]ethoxy]ethoxy]ethoxy]ethanol N(=[N+]=[N-])CCOCCOCCOCCOCCOCCO